C(C=C)OC1CN(CCC1)C1=C(C(=O)O)C=CC(=C1)Cl (3-(allyloxy)piperidin-1-yl)-4-chlorobenzoic acid